C(C)(C)(C)OC(=O)N1C[C@@H]([C@@H](CC1)N1N=NC(=C1C)C=1C=C(C=2N(C1)N=CC2C(F)(F)F)OC)O (3s,4r)-3-hydroxy-4-[4-[4-methoxy-3-(trifluoromethyl)pyrazolo[1,5-a]pyridin-6-yl]-5-methyl-triazol-1-yl]piperidine-1-carboxylic acid tert-butyl ester